N-[[4-[5-amino-4-cyano-1-[(3R)-tetrahydrofuran-3-yl]pyrazol-3-yl]phenyl]methyl]-5-fluoro-2-methoxy-benzamide NC1=C(C(=NN1[C@H]1COCC1)C1=CC=C(C=C1)CNC(C1=C(C=CC(=C1)F)OC)=O)C#N